C12(C=CC=C3C4=CC=CC=C4C=C13)C=CC=C1C3=CC=CC=C3C=C12 spirobi-fluorene